CN(CCS(=O)(=O)[O-])C.[Na+].C(C=C)(=O)N acrylamide sodium dimethyl-taurate